1-(4-methyl-5-(8-(methylamino)imidazo[1,2-a][1,6]naphthyridin-4-yl)pyridin-2-yl)butan-1-ol CC1=CC(=NC=C1C=1C=2N(C3=CC(=NC=C3C1)NC)C=CN2)C(CCC)O